FC=1C=C(CNC(=O)C2=C3NC(=NC3=NC=N2)C2CC3(C2)CCC3)C=C(C1)C=1C=NN(C1)C1=CC=C(C=C1)F N-(3-fluoro-5-(1-(4-fluorophenyl)-1H-pyrazol-4-yl)benzyl)-8-(spiro[3.3]heptane-2-yl)-7H-purine-6-carboxamide